2-fluoro-3-(pyridin-2-yl)prop-2-enamide FC(C(=O)N)=CC1=NC=CC=C1